C(C1=CC=CC=C1)OC1=C(N=C2N(C1=O)CCC2)C(=O)OC methyl 3-(benzyloxy)-4-oxo-6H,7H,8H-pyrrolo[1,2-a]pyrimidine-2-carboxylate